(R)-methyl 2-azido-3-phenylpropionate N(=[N+]=[N-])[C@@H](C(=O)OC)CC1=CC=CC=C1